2-hydroxy-1-methyl-2-(1H-1,2,4-triazol-1-ylmethyl)cyclopentanecarboxylic acid methyl ester COC(=O)C1(C(CCC1)(CN1N=CN=C1)O)C